(2-((1R,2S)-6-(benzyloxy)-1-hydroxy-1,2,3,4-tetrahydronaphthalen-2-yl)-5-methoxyphenyl)carbamic acid tert-butyl ester C(C)(C)(C)OC(NC1=C(C=CC(=C1)OC)[C@H]1[C@H](C2=CC=C(C=C2CC1)OCC1=CC=CC=C1)O)=O